7-bromobenzo[d][1,3]dioxol-4-amine BrC1=CC=C(C2=C1OCO2)N